C1(=CC=CC=C1)NC(=O)C1=CC2=C(N=CN=C2C#CC2=CC=C(C=C2)C)N1C N-phenyl-7-methyl-4-((4-methylphenyl)ethynyl)-7H-pyrrolo[2,3-d]pyrimidine-6-carboxamide